glutamine sodium azulenesulfonate C1(=CC=C2C=CC=CC=C12)S(=O)(=O)[O-].[Na+].N[C@@H](CCC(N)=O)C(=O)O